C(C)(=O)C=1C=CC(=C(C1)C1=CC(=C(C#N)C=C1)F)Cl 4-(5-acetyl-2-chloro-phenyl)-2-fluoro-benzonitrile